ClC=1C=C(C=CC1F)NC(=O)C1=C(N(C=C1)C)C(C(N[C@H]1COCC1)=O)(F)F (R)-N-(3-chloro-4-fluorophenyl)-2-(1,1-difluoro-2-oxo-2-((tetrahydrofuran-3-yl)amino)ethyl)-1-methyl-1H-pyrrole-3-carboxamide